N-(2-hydroxy-5-(1-oxo-6-(8-(trifluoromethyl)quinolin-5-yl)-3,4-dihydroisoquinolin-2(1H)-yl)phenyl)methanesulfonamide OC1=C(C=C(C=C1)N1C(C2=CC=C(C=C2CC1)C1=C2C=CC=NC2=C(C=C1)C(F)(F)F)=O)NS(=O)(=O)C